(S)-4'-(1-acetyl-4-acryloylpiperazin-2-yl)-6'-chloro-N,6-dimethyl-[2,2'-bipyridine]-4-carboxamide C(C)(=O)N1[C@H](CN(CC1)C(C=C)=O)C1=CC(=NC(=C1)Cl)C1=NC(=CC(=C1)C(=O)NC)C